C(=O)(OCCCCCCCCCCC(C)C)C(O)C(O)C(=O)[O-] isotridecyl tartrate